1-((3S)-4-(5-chloro-6-(3-hydroxy-1-naphthalenyl)[1,2]thiazolo[3,4-b]pyridin-3-yl)-3-methyl-1-piperazinyl)-2-propen-1-one ClC1=CC=2C(N=C1C1=CC(=CC3=CC=CC=C13)O)=NSC2N2[C@H](CN(CC2)C(C=C)=O)C